Boc-valine C(=O)(OC(C)(C)C)N[C@@H](C(C)C)C(=O)O